C(C)(C)C=1C2=C(C(N(N1)CC(=O)OCC)=O)SC(=C2)NC([2H])([2H])[2H] ethyl 2-[4-isopropyl-7-oxo-2-(trideuteriomethylamino)thieno[2,3-d]pyridazin-6-yl]acetate